2-(4-(2-hydroxypropan-2-yl)phenyl)-3,5,7,8-tetrahydro-4H-thiopyrano[4,3-d]pyrimidin-4-one OC(C)(C)C1=CC=C(C=C1)C=1NC(C2=C(N1)CCSC2)=O